C1(=CC=CC=C1)C=1C2=CC=C(N2)C=C2C=CC(C(=C3C=CC(=CC=4C=CC1N4)N3)C3=CC=CC=C3)=N2 5,15-diphenyl-porphyrin